ClC1=C(C=C(C=C1)F)C1NC(C2=C1C(=CC1=C(N(N=C21)C)CN(C)C)NC(C2=CC(=CC(=C2)C(F)(F)F)F)=O)=O N-(6-(2-chloro-5-fluorophenyl)-3-((dimethylamino)methyl)-2-methyl-8-oxo-2,6,7,8-tetrahydropyrrolo[3,4-g]indazol-5-yl)-3-fluoro-5-(trifluoromethyl)benzamide